COC1=CC=C(CN(S(=O)(=O)C2=NN(C=C2)CC(CB2OC(C(O2)(C)C)(C)C)C)CC2=CC=C(C=C2)OC)C=C1 N,N-bis(4-methoxybenzyl)-1-(2-methyl-3-(4,4,5,5-tetramethyl-1,3,2-dioxaborolan-2-yl)propyl)-1H-pyrazole-3-sulfonamide